N'-Benzyl-1,2-propylendiamin C(C1=CC=CC=C1)NC(CN)C